N-[5-(cyanomethoxy)-4,6-dimethoxy-pyrimidin-2-yl]-6-(difluoromethyl)-1H-indole-3-sulfonic acid amide C(#N)COC=1C(=NC(=NC1OC)NS(=O)(=O)C1=CNC2=CC(=CC=C12)C(F)F)OC